C1(=CC=CC=C1)C1=NOC(=C1)B(O)O 3-PHENYLISOXAZOLE-5-BORONIC ACID